(1S,2S,6R,8S)-4-[(S)-1-chloro-2-(2,3-dihydro-benzofuran-3-yl)-ethyl]-2,9,9-trimethyl-3,5-dioxa-4-bora-tricyclo[6.1.1.02,6]Decane Cl[C@H](CC1COC2=C1C=CC=C2)B2O[C@]1([C@@H]3C([C@H](C[C@H]1O2)C3)(C)C)C